C(CCC)[Si](C=1C=C(C=CC1)P(N(P(C1=C(C=CC=C1)C(F)(F)F)C1=CC(=CC=C1)[Si](CCCC)(CCCC)CCCC)CCCC)C1=CC(=CC=C1)[Si](CCCC)(CCCC)CCCC)(CCCC)CCCC N-(bis(3-(tributylsilyl)phenyl)phosphaneyl)-N-butyl-1-(3-(tributylsilyl)phenyl)-1-(2-(trifluoromethyl)phenyl)phosphanamine